Ethyl 5-((tert-Butoxycarbonyl) (oxetan-2-ylmethyl) amino)-4-nitrothiophene-2-carboxylate C(C)(C)(C)OC(=O)N(C1=C(C=C(S1)C(=O)OCC)[N+](=O)[O-])CC1OCC1